C(C)(C)(C)[Si](C)(C)OC=1C(=C2CC[C@@](OC2=C(C1C)C)(C)CC\C=C(\CC\C=C(\CCC=C1COC1)/C)/C)C tert-butyl(((R)-2-((3E,7E)-4,8-dimethyl-11-(oxetan-3-ylidene)undeca-3,7-dien-1-yl)-2,5,7,8-tetramethylchroman-6-yl)oxy)dimethylsilane